NC1=CC=C(C=C1)/C=C/C(=O)OCC (E)-ethyl 3-(4-aminophenyl)acrylate